ClC1=C(C=C(C=C1Cl)OC)C=1C=2N(C(=NC1C)N1CCC3([C@@H]([C@@H](OC3)C)N)CC1)C=CN2 (3S,4S)-8-[8-(2,3-dichloro-5-methoxyphenyl)-7-methylimidazo[1,2-c]pyrimidin-5-yl]-3-methyl-2-oxa-8-azaspiro[4.5]decan-4-amine